N1CC(C1)C1CCN(CC1)C(=O)[O-] 4-(azetidin-3-yl)piperidine-1-carboxylate